4-amino-1-(tetrahydro-2H-pyran-2-yl)-1H-pyrazole-3-carboxylic acid ethyl ester C(C)OC(=O)C1=NN(C=C1N)C1OCCCC1